3,7-dimethyloct-6-enol CC(CCO)CCC=C(C)C